N-((R)-1-(2-bromo-6-(difluoromethoxy)phenyl)but-3-en-1-yl)-2-methylpropane-2-sulfenamide BrC1=C(C(=CC=C1)OC(F)F)[C@@H](CC=C)NSC(C)(C)C